ClC1=CC(=C(C=N1)NC(C(C)(C)C)=O)C(CC#N)O N-[6-chloro-4-(2-cyano-1-hydroxy-ethyl)-3-pyridyl]-2,2-dimethyl-propanamide